N-(1S,4S)-[4-[[2-chloro-6-(trifluoromethyl)-4-pyridyl]amino]cyclohexyl]-4-fluoro-benzamide ClC1=NC(=CC(=C1)NC1CCC(CC1)NC(C1=CC=C(C=C1)F)=O)C(F)(F)F